4-(3-cyclopropyl-3-hydroxy-but-1-ynyl)-2,6-dimethyl-3-(1,3,4-oxadiazol-2-yl)-1H-pyrrolo[2,3-c]pyridin-7-one C1(CC1)C(C#CC=1C2=C(C(N(C1)C)=O)NC(=C2C=2OC=NN2)C)(C)O